sodium dihydroxypropyl isophthalate C(C1=CC(C(=O)[O-])=CC=C1)(=O)OCCC(O)O.[Na+]